CC(C(=O)NC1=CC=C(C=C1)Cl)(C)OC1=CC=C(C(=O)O)C=C1 4-((2-methyl-1-((4-chlorophenyl)amino)-1-oxopropan-2-yl)oxy)benzoic acid